1-((2-(((4H-1,2,4-triazol-3-yl)methyl)amino)pyridin-4-yl)methyl)-5,5-dimethyl-3-(4-(1-(trifluoromethyl)cyclopropyl)phenyl)imidazolidine-2,4-dione N=1N=C(NC1)CNC1=NC=CC(=C1)CN1C(N(C(C1(C)C)=O)C1=CC=C(C=C1)C1(CC1)C(F)(F)F)=O